3-(1-(4-chlorophenyl)-3-(4-methylbenzyl)-2,5-dioxoimidazolin-4-yl)-N-hydroxypropionamide ClC1=CC=C(C=C1)N1C(N(C(C1=O)CCC(=O)NO)CC1=CC=C(C=C1)C)=O